6-benzyloxy-10-methyl-5,8-dioxo-N-[(2,4,6-trifluorophenyl)methyl]-1,2,9-triazatricyclo[7.4.1.02,7]tetradeca-3,6,11-triene-4-carboxamide C(C1=CC=CC=C1)OC=1C(C(=CN2N3CC=CC(N(C(C12)=O)C3)C)C(=O)NCC3=C(C=C(C=C3F)F)F)=O